N-((S)-3-cyclopropyl-1-oxo-1-(((S)-3-oxo-1-((S)-2-oxopyrrolidin-3-yl)-4-(trifluoromethoxy)butan-2-yl)amino)propan-2-yl)benzo[d]oxazole-2-carboxamide C1(CC1)C[C@@H](C(N[C@@H](C[C@H]1C(NCC1)=O)C(COC(F)(F)F)=O)=O)NC(=O)C=1OC2=C(N1)C=CC=C2